C1(=CC=CC=C1)S(=O)(=O)N1C=CC=2C1=NC=CC2C=2C=C(N)C=CC2 3-[1-(Benzenesulfonyl)pyrrolo[2,3-b]pyridin-4-yl]aniline